(3-(3-([1,1'-biphenyl]-4-yl)-4-oxo-3,4-dihydro-phthalazin-1-yl)phenyl)ethylsulfonamide C1(=CC=C(C=C1)N1N=C(C2=CC=CC=C2C1=O)C=1C=C(C=CC1)CCS(=O)(=O)N)C1=CC=CC=C1